C(C)(C)(C)OC(=O)N1CCC(CC1)C(C(=O)O)(F)F 2-(1-(tert-butyloxycarbonyl)piperidin-4-yl)-2,2-difluoroacetic acid